(S)-4-(4-((4-((2-(2-(2-((3,4-Dimethoxybenzyl)amino)-2-oxoacetyl)-4,4-difluoropyrrolidin-1-yl)-2-oxoethyl)carbamoyl)quinolin-8-yl)amino)-4-oxobutyl)-4-methylmorpholin-4-ium iodide [I-].COC=1C=C(CNC(C(=O)[C@H]2N(CC(C2)(F)F)C(CNC(=O)C2=CC=NC3=C(C=CC=C23)NC(CCC[N+]2(CCOCC2)C)=O)=O)=O)C=CC1OC